6-(3-((1-(5-fluoropyridin-2-yl)cyclopropyl)glycyl)-3,8-diazabicyclo[3.2.1]octan-8-yl)nicotinonitrile FC=1C=CC(=NC1)C1(CC1)NCC(=O)N1CC2CCC(C1)N2C2=NC=C(C#N)C=C2